Methyl (1R,3S,4R)-3-[(tert-butoxycarbonyl) amino]-4-hydroxycyclopentane-1-carboxylate C(C)(C)(C)OC(=O)N[C@H]1C[C@H](C[C@H]1O)C(=O)OC